2-(2-(difluoromethyl)-5-methoxypyridin-4-yl)-4-(methylamino)benzoic acid methyl ester COC(C1=C(C=C(C=C1)NC)C1=CC(=NC=C1OC)C(F)F)=O